tert-butyl (1S*,5R*)-3-(5-{[(2R,7aS)-2-fluorotetrahydro-1H-pyrrolizin-7a(5H)-yl]methoxy}[1,3]thiazolo[5,4-d]pyrimidin-7-yl)-3,6-diazabicyclo[3.2.2]nonane-6-carboxylate F[C@@H]1C[C@@]2(CCCN2C1)COC=1N=C(C2=C(N1)SC=N2)N2C[C@H]1CN([C@@H](C2)CC1)C(=O)OC(C)(C)C |o1:22,25|